ClC=1C=C(OC2CCC(CC2)NC(=O)C2=NC=C(N=C2)N2CCC(CC2)CO)C=CC1C#N N-[4-(3-chloro-4-cyano-phenoxy)cyclohexyl]-5-[4-(hydroxymethyl)-1-piperidyl]pyrazine-2-carboxamide